NC1=CC2=NC3=CC=CC=C3OC2=CC1=O 2-aminophenoxazin-3-one